C(C)(C)(C)N1N=NN=C1C(N1CCN(CC1)C1=NC=C(C=C1Cl)C(F)(F)F)C1=CC(=CC=C1)OC 1-((1-(tert-butyl)-1H-tetrazol-5-yl)(3-methoxyphenyl)methyl)-4-(3-chloro-5-(trifluoromethyl)pyridin-2-yl)piperazine